P(=O)(O)(O)O.CN methyl-amine (phosphate)